C1(=CC=CC=C1)C1=C(C(=NN=N1)C1=C(C=CC=C1)C1=C(C=CC=2SC3=C(C21)C=CC=C3)C3=CC=CC=C3)C3=C(C=CC=C3)C3=CC=CC=C3 [phenyl(biphenylyl)triazinyl](phenyldibenzothiophenyl)Benzene